7-bromothieno[3,2-c]pyridine BrC=1C2=C(C=NC1)C=CS2